COC=1C=CC2=C(C(=NO2)C(C)S(=O)(=O)N)C1 1-(5-methoxy-1,2-benzoxazol-3-yl)ethane-1-sulfonamide